ClC1=CC(=NC(=C1)C12CCOCC2C1)N[C@@H](CO)C (2R)-2-[(4-chloro-6-[3-oxabicyclo[4.1.0]heptan-6-yl]pyridin-2-yl)amino]propan-1-ol